OC1CCC2(CC(C2)N2C(N(C(C2(C)C)=O)COCC[Si](C)(C)C)=O)CC1 1-(7-hydroxyspiro[3.5]nonan-2-yl)-5,5-dimethyl-3-((2-(trimethylsilyl)ethoxy)methyl)imidazolidine-2,4-dione